O1C2=C(NCC1)C=NC=C2 2,3-dihydropyrido[4,3-b][1,4]oxazine